Dibromobutanoyl chloride BrC(CCC(=O)Cl)Br